N1C=C(C=2C1=NC=CC2)C2CCN(CC2)CC=2C=C1CN(C(C1=CC2)=O)C2C(NC(CC2)=O)=O 3-(5-((4-(1H-pyrrolo[2,3-b]pyridin-3-yl)piperidin-1-yl)methyl)-1-oxoisoindolin-2-yl)piperidine-2,6-dione